C1CCCCC1 (1R,2R)-cyclohexane